C(C)OC(=O)N(C(C(=O)OCC)CC1=CC=C(C=C1)F)CCC(C)C ethyl 2-((ethoxycarbonyl)(isopentyl)amino)-3-(4-fluorophenyl)propanoate